S1(=O)(=O)OOO1.[Ti] titanium (oxy) sulfate